(((5S,7R)-3-(5-(2-hydroxy-prop-2-yl)pyrazin-2-yl)-7-methyl-8-methylene-2-oxo-1-oxa-3-azaspiro[4.5]decan-7-yl)methyl)-1H-benzo[d]imidazole-6-carbonitrile OC(C)(C)C=1N=CC(=NC1)N1C(O[C@]2(C1)C[C@@](C(CC2)=C)(C)CN2C=NC1=C2C=C(C=C1)C#N)=O